4-(4-Hydroxy-4-methylcyclohexyl)phenol OC1(CCC(CC1)C1=CC=C(C=C1)O)C